ethyl 2-{5-[(1,3-benzothiazol-2-yl) amino]-1H-pyrrolo[2,3-c]pyridin-1-yl}-1,3-thiazole-4-carboxylate S1C(=NC2=C1C=CC=C2)NC=2C=C1C(=CN2)N(C=C1)C=1SC=C(N1)C(=O)OCC